C1(CC1)C(=O)N1[C@H]([C@H](C(C1)(F)F)NS(=O)(=O)CC)CC=1C(=C(C=CC1)C1=CC(=CC=C1)OC(F)F)F N-[(2S,3R)-1-(cyclopropanecarbonyl)-2-{[3'-(difluoromethoxy)-2-fluoro[1,1'-biphenyl]-3-yl]methyl}-4,4-difluoro-pyrrolidin-3-yl]ethanesulfonamide